tert-butyl 4-((3-bromo-2-(3-((4-(dimethylphosphoryl)-2-methoxyphenyl) amino) prop-1-yn-1-yl) benzo[b]thiophen-7-yl) amino)-3-fluoropiperidine-1-carboxylate BrC=1C2=C(SC1C#CCNC1=C(C=C(C=C1)P(=O)(C)C)OC)C(=CC=C2)NC2C(CN(CC2)C(=O)OC(C)(C)C)F